[N-]=O The molecule is an inorganic anion resulting from the addition of an electron to nitric oxide. It is a nitrogen oxide and a monovalent inorganic anion.